C1(CCC1)S(=O)(=O)NC1=CC(=C(C=C1)C1=C2C(=NC=C1)NC=C2)CC 4-(4-(cyclobutanesulfonamido)-2-ethylphenyl)-1H-pyrrolo[2,3-b]pyridin